C(C(C)C)N1N=NC2=C1C=CC(=C2)C=2OC1=C(N2)C(=CC=C1)C 2-(1-isobutyl-1H-benzo[d][1,2,3]triazol-5-yl)-4-methyl-benzo[d]oxazole